cyclopropyl-3-methyl-1H-pyrazol-4-amine C1(CC1)N1N=C(C(=C1)N)C